4-(3-fluoro-1-(tetrahydro-2H-pyran-2-yl)-1H-indol-5-yl)-N-(2-fluorobenzyl)-5-(6-methylpyridin-2-yl)-1H-imidazol-2-amine FC1=CN(C2=CC=C(C=C12)C=1N=C(NC1C1=NC(=CC=C1)C)NCC1=C(C=CC=C1)F)C1OCCCC1